C(C)OC(CCCOC1=C(C=C(C=C1F)C1=CC(=CC=C1)OC1CCC1)F)=O 4-(3'-Cyclobutoxy-3,5-difluoro-biphenyl-4-yloxy)-butanoic acid ethyl ester